1,1-dimethylsemicarbazide CN(NC(=O)N)C